3-hydroxy-pyridinium OC=1C=[NH+]C=CC1